FC(C=1OC(=CC1C(=O)NC1=NC(=NS1)CC(C)O)C1=CC(=CC=C1)OC)(F)F 2-(trifluoromethyl)-5-(3-methoxyphenyl)-N-(3-(2-hydroxypropyl)-1,2,4-thiadiazol-5-yl)furan-3-Formamide